quinolinecarboxylate calcium [Ca+2].N1=C(C=CC2=CC=CC=C12)C(=O)[O-].N1=C(C=CC2=CC=CC=C12)C(=O)[O-]